(E)-N-(4-((3-chloropyridin-4-yl)diazenyl)-3-methoxyphenyl)-5-fluoropicolinamide ClC=1C=NC=CC1/N=N/C1=C(C=C(C=C1)NC(C1=NC=C(C=C1)F)=O)OC